C(CCC)OC1=C(C=C(C(=C1)OC)C1=C(C(=C(C(=C1C)C1=C(C=C(C(=C1)C(=O)NN)OCCCC)OC)C)C1=CC(=C(C=C1OC)OCCCC)C(=O)NN)C)C(=O)NN Syn-(1'r,3's)-4,4''-dibutoxy-5'-(4-butoxy-5-(hydrazinecarbonyl)-2-methoxyphenyl)-6,6''-dimethoxy-2',4',6'-trimethyl-[1,1':3',1''-terphenyl]-3,3''-dicarbohydrazide